5-Nitro-1H-pyrazole [N+](=O)([O-])C1=CC=NN1